bromo-1-methyl-4-nitro-1H-imidazole BrC=1N(C=C(N1)[N+](=O)[O-])C